C(C)(C)(C)OC(=O)N1C(CNCC1)C1=C(C(N(C2=NC(=C(C=C12)Cl)C1=C(C(=C(C(=C1F)Cl)F)Cl)N)C=1C(=NC=CC1C)C(C)C)=O)C#N (7-(2-amino-3,5-dichloro-4,6-difluorophenyl)-6-chloro-3-cyano-1-(2-isopropyl-4-methylpyridin-3-yl)-2-oxo-1,2-dihydro-1,8-naphthyridin-4-yl)piperazine-1-carboxylic acid tert-butyl ester